bis{(trifluoromethyl)dicarboxyphenoxy}(trifluoromethyl)benzene FC(F)(F)C1=C(C(=C(OC=2C(=C(C=CC2)C(F)(F)F)OC2=C(C(=C(C=C2)C(F)(F)F)C(=O)O)C(=O)O)C=C1)C(=O)O)C(=O)O